OCC1N(CC1)C=O [2-(hydroxymethyl)azetidin-1-yl]methanone